ClC=1C(=CC(=NC1)O)B(O)O 5-CHLORO-2-HYDROXYPYRIDINE-4-BORONIC ACID